6-(6-(1-Methyl-1H-pyrazol-3-yl)-2,3-dihydro-1H-imidazo[1,2-a]imidazol-5-yl)-[1,2,4]triazolo[1,5-a]pyridine CN1N=C(C=C1)C=1N=C2N(CCN2)C1C=1C=CC=2N(C1)N=CN2